C1(CCCCC1)CN1N=C(C(=C1C)C=1C=C(C=NC1)C1=C2C(=NC=C1)N=CN2)C 7-(5-(1-(cyclohexylmethyl)-3,5-dimethyl-1H-pyrazol-4-yl)pyridin-3-yl)-1H-imidazo[4,5-b]pyridine